1-ethyl-4-phenylpyridine chloride [Cl-].C(C)N1CC=C(C=C1)C1=CC=CC=C1